CN(C(OC(C)(C)C)=O)[C@H](C(=O)NC)C (S)-tert-Butyl methyl(1-(methylamino)-1-oxopropan-2-yl)carbamate